2-(1-(2,4-bis(4-fluorophenyl)methyl-6-fluoroanilino)ethyl)-6-(1-(2,6-dimethyl-anilino)ethyl)pyridine FC1=CC=C(C=C1)CC1=C(NC(C)C2=NC(=CC=C2)C(C)NC2=C(C=CC=C2C)C)C(=CC(=C1)CC1=CC=C(C=C1)F)F